ClC=1C=C(C=CC1C=1N(C2=NC=NC(=C2N1)OC1(CC1)C)CC1=C(C=CC=C1)C#N)CCCCC(=O)O 5-(3-chloro-4-(9-(2-cyanobenzyl)-6-(1-methylcyclopropoxy)-9H-purin-8-yl)phenyl)pentanoic acid